C(C)(C)(C)OC(=O)N1CCN(CC1)C=1C=NC(=CC1)C(N[C@H](CO)C)=O (S)-4-(6-((1-hydroxypropane-2-yl)carbamoyl)pyridin-3-yl)piperazine-1-carboxylic acid tert-butyl ester